COC(CC[C@@H](C(=O)O)NC(=O)C1=CC=C(NCC2=CN=C3N=C(N)NC(=O)C3=N2)C=C1)=O Methylfolat